1-(8-bromo-4-quinolinyl)-3-[(4-methoxyphenyl)methyl]Hexahydropyrimidine-2,4-dione BrC=1C=CC=C2C(=CC=NC12)N1C(N(C(CC1)=O)CC1=CC=C(C=C1)OC)=O